2-(6-{2-[(4-chloro-2-fluorobenzyl)oxy]-5-fluoropyrimidin-4-yl}-6-azaspiro[2.5]oct-1-yl)-1-(2-methoxyethyl)-1H-imidazo[4,5-c]pyridine-6-carboxylic acid, trifluoroacetate salt FC(C(=O)O)(F)F.ClC1=CC(=C(COC2=NC=C(C(=N2)N2CCC3(CC3C=3N(C4=C(C=NC(=C4)C(=O)O)N3)CCOC)CC2)F)C=C1)F